rac-(5S,7S)-2-bromo-5-(3-chloropyridin-2-yl)-6,7-dihydro-5H-pyrrolo[1,2-b][1,2,4]triazol-7-ol BrC=1N=C2N(N1)[C@@H](C[C@@H]2O)C2=NC=CC=C2Cl |r|